tert-Butyl 5-[[6-(2,4-dimethylpyrazol-3-yl)pyridazin-3-yl]carbamoyl]-3,3a,4,5,6,6a-hexahydro-1H-cyclopenta[c]pyrrole-2-carboxylate CN1N=CC(=C1C1=CC=C(N=N1)NC(=O)C1CC2C(CN(C2)C(=O)OC(C)(C)C)C1)C